N1C=C(C=C1)CNC(=O)[C@H]1N2C3=C(C=CC=C3C1)CC[C@@H](C2=O)NC([C@H]([C@H](CC)C)NC(COCCF)=O)=O (2S,5S)-5-{(2S,3S)-2-[2-(2-Fluoro-ethoxy)-acetylamino]-3-methyl-pentanoylamino}-4-oxo-1,2,4,5,6,7-hexahydro-azepino[3,2,1-hi]indole-2-carboxylic acid (1H-pyrrol-3-ylmethyl)-amide